(S)-5-(trifluoromethyl)-2-(3-(5-(trifluoromethyl)pyridin-2-yloxy)pyrrolidin-1-yl)benzamide FC(C=1C=CC(=C(C(=O)N)C1)N1C[C@H](CC1)OC1=NC=C(C=C1)C(F)(F)F)(F)F